iodoform-sodium salt [Na].C(I)(I)I